C1(CCCC1)NC1=NC(=NC=C1OC)C1=NC=CC=C1 Cyclopentyl-(5-methoxy-2-pyridin-2-yl-pyrimidin-4-yl)-amine